(R)-N-((-)-1-(3-aminophenyl)-1-(3-cyanophenyl)-3-cyclopropyl)-2-methylpropane-2-sulfinamide NC=1C=C(C=CC1)C1(CC1N[S@](=O)C(C)(C)C)C1=CC(=CC=C1)C#N